bis(2-chlorophenyl)iodonium tetrafluoroborate F[B-](F)(F)F.ClC1=C(C=CC=C1)[I+]C1=C(C=CC=C1)Cl